(4-isopropylphenyl)-1,1-dimethylurea C(C)(C)C1=CC=C(C=C1)NC(N(C)C)=O